BrC1=NC=2C=C(C=CC2C2=C1COC2)CN(C(=O)C=2C=NC(=NC2)C(F)(F)F)C2=CC=CC=1C(CCS(C12)(=O)=O)(F)F N-({4-bromo-1H,3H-furo[3,4-c]quinolin-7-yl}methyl)-N-(4,4-difluoro-1,1-dioxo-3,4-dihydro-2H-1λ6-benzothiopyran-8-yl)-2-(trifluoromethyl)pyrimidine-5-carboxamide